(E)-1-(4-hydroxyphenyl)-3-(4-methoxyphenyl)prop-2-en-1-one OC1=CC=C(C=C1)C(\C=C\C1=CC=C(C=C1)OC)=O